(S)-N-(4-((2-((1-((1,4-dioxan-2-yl)methyl)-5-(tert-butyl)-1H-pyrazol-3-yl)amino)-1,7-dimethyl-1H-imidazo[4,5-d]pyridin-6-yl)oxy)pyridin-2-yl)acetamide O1[C@H](COCC1)CN1N=C(C=C1C(C)(C)C)NC1=NC=2C(=C(C(=NC2)OC2=CC(=NC=C2)NC(C)=O)C)N1C